Cl.Cl.N1C(=NCC1)NN (4,5-dihydro-1H-imidazole-2-yl)hydrazine Dihydrochloride